2-amino-5-(2-chloro-4-(2-(3,5-difluorophenyl)-2-hydroxyacetamido)phenyl)-N-cyclopropyl-nicotinamide NC1=C(C(=O)NC2CC2)C=C(C=N1)C1=C(C=C(C=C1)NC(C(O)C1=CC(=CC(=C1)F)F)=O)Cl